[(4R)-4-ethyl-1-[(5-fluoro-3-pyridyl)-[(1R,2R)-2-[[(2R,4S)-2-(trifluoromethyl)chroman-4-yl]carbamoyl]cyclopropyl]methyl]-4-methyl-6-oxo-hexahydropyrimidin-2-ylidene]ammonium C(C)[C@]1(NC(N(C(C1)=O)C([C@H]1[C@@H](C1)C(N[C@H]1C[C@@H](OC2=CC=CC=C12)C(F)(F)F)=O)C=1C=NC=C(C1)F)=[NH2+])C